AMINO-PHOSPHINE NP